Cl.FC12CCC(CC1)(CC2)N 4-fluoro-bicyclo[2.2.2]octane-1-amine hydrochloride